C(C=C)NC=1C(C=CC(C1)=O)=O allylamino-p-benzoquinone